COC(CNC(=O)C1NCCNC1)=O methyl[(piperazine-2-carbonyl)amino]acetate